1-(4-(6-chloro-5-fluoro-7-(2-fluoro-6-hydroxy-phenyl)quinazolin-4-yl)piperazin-1-yl)prop-2-en-1-one ClC=1C(=C2C(=NC=NC2=CC1C1=C(C=CC=C1O)F)N1CCN(CC1)C(C=C)=O)F